CC1=C(C(=O)OC=C)C=CC=C1.CC1=C(C(=O)OC)C=CC=C1 vinyl methyl bis(methyl benzoate)